C(C)(C)(C)OC(N[C@H](C(=O)NCCN(C)C)C1CC1)=O N-[(1S)-1-cyclopropyl-2-(2-dimethylaminoethylamino)-2-oxo-ethyl]carbamic acid tert-butyl ester